exo-mannose O=C[C@@H](O)[C@@H](O)[C@H](O)[C@H](O)CO